FC1=CC(=C(C(=O)C2=C(C3=C(S2)C=C(C=C3)C(=O)O)OC3=CC=C(C=C3)NC3CN(C3)CCCF)C(=C1)C)C 2-(4-Fluoro-2,6-dimethylbenzoyl)-3-(4-((1-(3-fluoropropyl)azetidin-3-yl)amino)phenoxy)benzo[b]thiophene-6-carboxylic acid